N-{2-fluoro-3-[6-oxo-4-(trifluoromethyl)-1,6-dihydropyrimidin-2-yl]-4-(trifluoromethyl)benzyl}-1-(5-methylpyridin-2-yl)piperidine-4-carboxamide FC1=C(CNC(=O)C2CCN(CC2)C2=NC=C(C=C2)C)C=CC(=C1C=1NC(C=C(N1)C(F)(F)F)=O)C(F)(F)F